2-Fluoro-5-(pyrrolidin-1-yl)-3-((trimethylsilyl)ethynyl)pyridine FC1=NC=C(C=C1C#C[Si](C)(C)C)N1CCCC1